CC(C[C@H]1[C@@H](C[C@H]2N(CCC3=CC(=C(C=C23)OC)OCC2CN(C2)C)C1)O)(C)C (2R,3R,11bR)-3-(2,2-dimethylpropyl)-10-methoxy-9-[(1-methylazetidin-3-yl)methoxy]-1H,2H,3H,4H,6H,7H,11bH-pyrido[2,1-a]isoquinolin-2-ol